N,N'-(5-Amino-3-iminopyridin-2,6(1H,3H)-diyliden)bis(2-methoxypyrazolo[1,5-a]pyridin-3-amin) NC1=CC(C(NC1=NC=1C(=NN2C1C=CC=C2)OC)=NC=2C(=NN1C2C=CC=C1)OC)=N